N-(4-((1E,3E)-4-(5,6-dimethoxybenzo[d]thiazole-2-yl)buta-1,3-dienyl)phenyl)acetamide COC=1C(=CC2=C(N=C(S2)/C=C/C=C/C2=CC=C(C=C2)NC(C)=O)C1)OC